OC(C(=O)OO)=CC=CCCCCCCCCCCCCC (S)-hydroxyl-peroxyoctadecadienoic acid